CC(C(=O)OC(CCC)O)C butanediol methyl-propionate